N-(5-methyl-1-(pyridin-4-yl)-1H-pyrazol-4-yl)acetamide CC1=C(C=NN1C1=CC=NC=C1)NC(C)=O